tert-Butyl 2-(3-acetyl-5-(naphthalen-2-yl)-1H-indazol-1-yl)acetate C(C)(=O)C1=NN(C2=CC=C(C=C12)C1=CC2=CC=CC=C2C=C1)CC(=O)OC(C)(C)C